C(C1=CC=CC=C1)OCCCC[C@@H](C)OC1=NC(=CC=C1SCC1=CC=CC=C1)C (R)-2-((6-(Benzyloxy)hexan-2-yl)oxy)-3-(benzylthio)-6-methylpyridine